C(#N)C1(CC(C1)C(=O)NC=1C=CC(=NC1)C=1N=NN(C1NC(O[C@H](C)C=1C(=NC=CC1)Cl)=O)C)O (R)-1-(2-chloropyridin-3-yl)ethyl (4-(5-((1s,3S)-3-cyano-3-hydroxycyclobutane-1-carboxamido)pyridin-2-yl)-1-methyl-1H-1,2,3-triazol-5-yl)carbamate